2-(cyclopropyl-sulfonyl)propan-1-ol C1(CC1)S(=O)(=O)C(CO)C